C(C1=CC=CC=C1)OCC(C)(C)N1NC(=CC=C1Cl)Cl N-[1-(benzyloxy)-2-methylpropan-2-yl]-3,6-dichloropyridazine